1-(4-(6-nitropyridin-3-yl)piperazin-1-yl)ethan-1-one [N+](=O)([O-])C1=CC=C(C=N1)N1CCN(CC1)C(C)=O